(S)-2-amino-3-(4-(4-(tetrahydrofuran-3-yl)-2-oxopiperazin-1-yl)phenyl)propionic acid tert-butyl ester C(C)(C)(C)OC([C@H](CC1=CC=C(C=C1)N1C(CN(CC1)C1COCC1)=O)N)=O